C1(=CCCCC1)C(=O)OC(=C(C(C)C)C)C.[Cu] Copper Trimethylisobutenyl Cyclohexenecarboxylate